2-Amino-9-((2R,3S,4S,5R)-4-fluoro-3-hydroxy-5-(hydroxymethyl)tetrahydrofuran-2-yl)-7-(prop-2-yn-1-yl)-7,9-dihydro-1H-purin-6,8-dion NC=1NC(C=2N(C(N(C2N1)[C@@H]1O[C@@H]([C@H]([C@H]1O)F)CO)=O)CC#C)=O